2,2'-Thiobis(5-aminobenzenesulfonic acid) S(C1=C(C=C(C=C1)N)S(=O)(=O)O)C1=C(C=C(C=C1)N)S(=O)(=O)O